N-Methyl-N-(2-((4aS,5aR)-5a-methyl-1,4,4a,5,5a,6-hexahydrocyclopropa[f]indazol-3-yl)-1H-imidazo[4,5-b]pyridin-6-yl)-2-morpholinoacetamide CN(C(CN1CCOCC1)=O)C=1C=C2C(=NC1)N=C(N2)C2=NNC=1C[C@@]3([C@H](CC21)C3)C